BrC=1C=C(C=CC1F)NC(=NO)C1=NON=C1NCCC1CNC(O1)=C=O N-(3-bromo-4-fluorophenyl)-N'-hydroxy-4-((2-(2-carbonyloxazolidin-5-yl)ethyl)amino)-1,2,5-oxadiazole-3-carboxamidine